7-bromo-5-nitrobenzo[d]thiazole BrC1=CC(=CC=2N=CSC21)[N+](=O)[O-]